OC1=CC=C(C=C1)C(C)NCC(=O)O 2-((1-(4-hydroxyphenyl)ethyl)amino)acetic acid